CC1=CC=C(\C=C/2\C(CCCC2)=O)C=C1 2-(E)-(4-methylbenzylidene)-1-cyclohexanone